2-butoxy-9-(3-chloro-2,6-difluorobenzyl)-N-(pyridin-3-ylmethyl)-9H-purin-6-amine C(CCC)OC1=NC(=C2N=CN(C2=N1)CC1=C(C(=CC=C1F)Cl)F)NCC=1C=NC=CC1